3-((3-(8-(((1S,2R,3R,5R)-2-fluoro-8-methyl-8-azabicyclo[3.2.1]octan-3-yl)amino)-3-((trifluoromethyl)thio)imidazo[1,2-a]pyridin-2-yl)prop-2-yn-1-yl)amino)-4-methoxy-N-methylbenzamide F[C@H]1[C@@H]2CC[C@H](C[C@H]1NC=1C=3N(C=CC1)C(=C(N3)C#CCNC=3C=C(C(=O)NC)C=CC3OC)SC(F)(F)F)N2C